5-(3-methoxybenzoyl)-3-(1-(tert-butyl)-1,2,3,6-tetrahydropyridin-4-yl)-1H-indole COC=1C=C(C(=O)C=2C=C3C(=CNC3=CC2)C=2CCN(CC2)C(C)(C)C)C=CC1